N-methyl-D-tert-butylglycine CN[C@H](C(C)(C)C)C(=O)O